benzyl (trans-1-(1-(4-fluorophenyl)-1H-indazol-5-yl)-4,4-dimethyl-5-oxo-2-phenylpyrrolidin-3-yl)carbamate FC1=CC=C(C=C1)N1N=CC2=CC(=CC=C12)N1[C@H]([C@@H](C(C1=O)(C)C)NC(OCC1=CC=CC=C1)=O)C1=CC=CC=C1